N-((1S)-1-(1-(5-((ethyl(methyl)(oxo)-λ6-sulfaneylidene)amino)pyridin-2-yl)-1H-1,2,4-triazol-5-yl)ethyl)-2,2-difluorobenzo[d][1,3]dioxole-5-carboxamide C(C)S(=O)(C)=NC=1C=CC(=NC1)N1N=CN=C1[C@H](C)NC(=O)C1=CC2=C(OC(O2)(F)F)C=C1